3-methyl-4-(2-((1-methyl-1H-pyrazol-4-yl)amino)pyrimidin-4-yl)benzoic acid CC=1C=C(C(=O)O)C=CC1C1=NC(=NC=C1)NC=1C=NN(C1)C